C(C)C1=NN(C(C2=CC=3C=CSC3N12)=O)CC(=O)N[C@H]1CN(CCC1)C 2-(12-Ethyl-9-oxo-3-thia-1,10,11-triazatricyclo[6.4.0.02,6]dodeca-2(6),4,7,11-tetraen-10-yl)-N-[(3R)-1-methyl-3-piperidinyl]acetamide